FC1=CC(=C(C(=C1)C1=CC(=NC=C1)OS(=O)(=O)C(F)(F)F)CC(=O)OC)C(C)C methyl 2-(4-fluoro-2-isopropyl-6-(2-(((trifluoromethyl)sulfonyl)-oxy)pyridin-4-yl)phenyl)acetate